1-(5-hydroxypentyl)-N,N-bis(4-methoxybenzyl)-1H-pyrazole-3-sulphonamide OCCCCCN1N=C(C=C1)S(=O)(=O)N(CC1=CC=C(C=C1)OC)CC1=CC=C(C=C1)OC